N=1N=CN2C1C=NC(=C2)C=2C(=CC(=NC2)NC(C)=O)NC2=NC(=NC(=C2)C)C(C)(C)F N-(5-([1,2,4]triazolo[4,3-a]pyrazin-6-yl)-4-((2-(2-fluoropropan-2-yl)-6-methylpyrimidin-4-yl)amino)pyridin-2-yl)acetamide